(-)-1,2-Bis(4-fluorophenyl)ethan-2-d-1-ol FC1=CC=C(C=C1)C(C([2H])C1=CC=C(C=C1)F)O